Dimethylethane-1,2-diamine CC(C(N)C)N